C(C)(=O)O[C@@H]1[C@H]([C@](C(C)=O)([C@]2(CC[C@@H]3[C@]4(COC(C=C4C(=C[C@H]3[C@H]12)Cl)=O)C)C)O)Br 15β-acetoxy-16α-bromo-6-chloro-17α-hydroxy-2-oxa-4,6-pregnadiene-3,20-dione